C(C)C1=C(C=C(C(=C1)O)F)C1=CC=C2C(=NNC2=C1)C=1NC=C(N1)CNC(=O)N1C[C@@H](CC1)O (R)-N-((2-(6-(2-ethyl-5-fluoro-4-hydroxyphenyl)-1H-indazol-3-yl)-1H-imidazole-4-yl)methyl)-3-hydroxypyrrolidine-1-carboxamide